(rac)-((1R,2S,4S)-2-(benzo[d][1,3]dioxol-5-yl)-2-((tert-butyldiphenylsilyl)methyl)bicyclo[2.1.1]hexan-1-yl)(naphthalen-2-yl)methanone O1COC2=C1C=CC(=C2)[C@@]2(C1(CC(C2)C1)C(=O)C1=CC2=CC=CC=C2C=C1)C[Si](C1=CC=CC=C1)(C1=CC=CC=C1)C(C)(C)C |r|